[K].ClC1=C(C=CC(=C1)C(F)(F)F)O 2-chloro-4-trifluoromethylphenol potassium salt